C(C)(C)(C)C1CCCC(C1)C(C)(C)C 2,4-di(tert-butyl)-cyclohexan